C(#N)C=1C=CC(=C(C(=O)NNC(NC)=S)C1)C1=CC(=NC(=C1)Cl)Cl 5-Cyano-2-(2,6-dichloropyridin-4-yl)-N-[(methylcarbamothioyl)amino]benzamide